1-[4-(morpholinomethyldimethylsilyl)phenyl]-1-phenylethylene O1CCN(CC1)C[Si](C1=CC=C(C=C1)C(=C)C1=CC=CC=C1)(C)C